P(=O)(O)(O)O[C@H]1[C@@H](O[C@@H]([C@H]1O)CO)N1C=NC=2C(=O)NC(N)=NC12 guanosine 2'-phosphate